FC(CNC(CO)C1COCC1)F 2-((2,2-Difluoroethyl)amino)-2-(tetrahydrofuran-3-yl)ethan-1-ol